O1[C@H](COCC1)CN1N=C2C3=C(CC(C2=C1)(C)C)OC(=C3C(F)(F)F)C(=O)NC[C@H]3OCCC3 2-{[(2S)-1,4-dioxan-2-yl]methyl}-4,4-dimethyl-N-{[(2S)-oxolan-2-yl]methyl}-8-(trifluoromethyl)-4,5-dihydro-2H-furo[2,3-g]indazole-7-carboxamide